BrC=1C=C2C(=CN1)N(C=C2C2C(NC(CC2)=O)=O)C 3-(5-bromo-1-methyl-1H-pyrrolo[2,3-c]pyridin-3-yl)piperidine-2,6-dione